1-(4-(2-(dimethylamino)-2-oxoethyl)benzyl)-1H-pyrazole-4-carboxylic acid CN(C(CC1=CC=C(CN2N=CC(=C2)C(=O)O)C=C1)=O)C